C(C)(C)(C)OC(=O)N1CC(CC1)[C@@H](C(=O)OC(C)(C)C)CC1=C(C=CC(=C1)CO)F 3-((S)-1-(tert-butoxy)-3-(2-fluoro-5-(hydroxymethyl)phenyl)-1-oxopropan-2-yl)pyrrolidine-1-carboxylic acid tert-butyl ester